C(=C)C=1C=C(C=NC1)C(=O)N 5-vinyl-pyridine-3-carboxamide